C(C)P(C1=CSC=C1P(CC)CC)CC 3,4-di(diethylphosphino)-thiophene